tert-butyl N-[(6R)-6-benzyloxy-10,13-dioxo-6,15-bis(trifluoromethyl)-19-oxa-3,4,18-triazatricyclo[12.3.1.12,5]nonadeca-1(17),2,4,14(18),15-pentaen-17-yl]carbamate C(C1=CC=CC=C1)O[C@]1(C2=NN=C(C3=C(C=C(C(C(CCC(CCC1)=O)=O)=N3)C(F)(F)F)NC(OC(C)(C)C)=O)O2)C(F)(F)F